3-((4-(1-methyl-1H-imidazol-5-yl)piperidin-1-yl)sulfonyl)aniline CN1C=NC=C1C1CCN(CC1)S(=O)(=O)C=1C=C(N)C=CC1